p-Nitro-phenyl phosphate, disodium salt [Na+].[Na+].P(=O)(OC1=CC=C(C=C1)[N+](=O)[O-])([O-])[O-]